4-((5-(3-(4-(Prop-2-yn-1-yl)piperazin-1-yl)propoxy)-1H-indol-1-yl)sulfonyl)-N'-propylbenzohydrazide C(C#C)N1CCN(CC1)CCCOC=1C=C2C=CN(C2=CC1)S(=O)(=O)C1=CC=C(C(=O)NNCCC)C=C1